C(C)(C)(C)OC(=O)N1CC2CCC(C1)N2C(=O)[C@H]2[C@@H](C2)F 8-((1S,2R)-2-fluorocyclopropane-1-carbonyl)-3,8-diazabicyclo[3.2.1]octane-3-carboxylic acid tert-butyl ester